The molecule is a tertiary alcohol that is 3-methylbut-1-ene carrying a hydroxy substituent at position 3. It has a role as a fragrance, a pheromone, a plant metabolite and an animal metabolite. It is a tertiary alcohol and an olefinic compound. It derives from a hydride of a 3-methylbut-1-ene. CC(C)(C=C)O